4-[3'-(dibenzothiophene-4-yl)biphenyl-3-yl]Benzofuro[3,2-d]Pyrimidine C1=CC=C(C=2SC3=C(C21)C=CC=C3)C=3C=C(C=CC3)C3=CC(=CC=C3)C=3C2=C(N=CN3)C3=C(O2)C=CC=C3